ClC=1C=C2CCCN(C2=C(C1)C1=C2C(=NC=C1)C=C(S2)CN2C(CCC2=O)=O)C2COC2 1-((7-(6-chloro-1-(oxetan-3-yl)-1,2,3,4-tetrahydroquinolin-8-yl)thieno[3,2-b]pyridin-2-yl)methyl)pyrrolidine-2,5-dione